4-(2-(2-Aminopyridin-3-yl)-6-(5-fluoropyridin-2-yl)-1H-benzo[d]imidazol-1-yl)benzyl acetate C(C)(=O)OCC1=CC=C(C=C1)N1C(=NC2=C1C=C(C=C2)C2=NC=C(C=C2)F)C=2C(=NC=CC2)N